FC1=C(C(=CC(=C1)C1=NC(=CC(=N1)OC(C)C)C)F)N1CCCC1 1-[2,6-difluoro-4-(4-isopropoxy-6-methyl-pyrimidin-2-yl)-phenyl]Pyrrolidine